FC(C)(F)C1=NC=C(C(=N1)C)S(=O)(=O)N1CC2(C1)CN(C2)CC2COC2 2-[2-(1,1-difluoroethyl)-4-methylpyrimidin-5-yl]sulfonyl-6-(oxetan-3-ylmethyl)-2,6-diazaspiro[3.3]heptane